ls-2,6-di-tert-butyl-p-cresol C(C)(C)(C)C1=CC(=CC(=C1O)C(C)(C)C)C